5-cyano-6-(methylsulfanyl)pyridine-3-carboxylic acid C(#N)C=1C=C(C=NC1SC)C(=O)O